C1NCC12CCC(CC2)OC2=CC=C1C(=NN(C1=C2)C)C2C(NC(CC2)=O)=O 3-[6-(2-azaspiro[3.5]nonan-7-yloxy)-1-methyl-indazol-3-yl]piperidine-2,6-dione